N-{2-[(8R,8aS)-8-aminohexahydropyrrolo[1,2-a]pyrazine-2(1H)-yl]-4-phenoxy-3-(trifluoromethyl)phenyl}-2-(pyridazin-4-yl)-1,3-thiazole-4-carboxamide N[C@@H]1CCN2[C@H]1CN(CC2)C2=C(C=CC(=C2C(F)(F)F)OC2=CC=CC=C2)NC(=O)C=2N=C(SC2)C2=CN=NC=C2